2-(3-cyclohexenyl)ethyldimethyl-chlorosilane C1(CC=CCC1)CC[Si](Cl)(C)C